(6-decanamidocaproyl)oxybenzene-sulfonate C(CCCCCCCCC)(=O)NCCCCCC(=O)OC1=C(C=CC=C1)S(=O)(=O)[O-]